C(CC)(=S)OCC ethyl thiopropionate